(3R)-N-(cyclobutylmethyl)-1-[6-[[4-(6-methoxy-1H-indazol-4-yl)triazol-1-yl]methyl]-3-pyridyl]piperidin-3-amine C1(CCC1)CN[C@H]1CN(CCC1)C=1C=NC(=CC1)CN1N=NC(=C1)C1=C2C=NNC2=CC(=C1)OC